FC(CN1C=NC(=C1)C1=NC(=NC=C1C#N)NC1CCN(CC1)S(=O)(=O)C)F 4-(1-(2,2-difluoroethyl)-1H-imidazol-4-yl)-2-((1-(methylsulfonyl)piperidin-4-yl)amino)pyrimidine-5-carbonitrile